2-Methyl-N-[(1R)-1-(1-naphthyl)ethyl]-5-(3-pyridyl)benzamide CC1=C(C(=O)N[C@H](C)C2=CC=CC3=CC=CC=C23)C=C(C=C1)C=1C=NC=CC1